4-((4-(difluoromethyl)-6-(1-(3,4-dimethoxybenzyl)-6-oxo-1,6-dihydropyridin-3-yl)pyrimidin-2-yl)sulfinyl)-N-methylbutanamide FC(C1=NC(=NC(=C1)C1=CN(C(C=C1)=O)CC1=CC(=C(C=C1)OC)OC)S(=O)CCCC(=O)NC)F